methyl (S)-4-((7-((1-((tert-butyldiphenyl-silyl)oxy)hexan-3-yl)amino)-3-iodo-5-((methoxycarbonyl)amino)-1H-pyrazolo[4,3-d]pyrimidin-1-yl)methyl)-5-methoxypicolinate C(C)(C)(C)[Si](OCC[C@H](CCC)NC=1C2=C(N=C(N1)NC(=O)OC)C(=NN2CC2=CC(=NC=C2OC)C(=O)OC)I)(C2=CC=CC=C2)C2=CC=CC=C2